ClC=1C(=C(C(=O)O)C(=CC1)NC(C)C=1C=C(C=C2C(C=C(OC12)C1=C(N=C2N1C=CC=C2)C)=O)C)F 3-Chloro-2-fluoro-6-[1-[6-methyl-2-(2-methylimidazo[1,2-a]pyridin-3-yl)-4-oxo-chromen-8-yl]ethylamino]benzoic acid